((4-(trifluoromethoxy)phenyl)amino)-4-(((5-(5-(trifluoromethyl)-1,2,4-oxadiazol-3-yl)pyridin-2-yl)methyl)amino)cyclobut-3-ene-1,2-dione FC(OC1=CC=C(C=C1)NC=1C(C(C1NCC1=NC=C(C=C1)C1=NOC(=N1)C(F)(F)F)=O)=O)(F)F